C(C)(C)(C)OC(=O)N1CCC2(CC2C2=C(C(=CC=C2OC)Cl)Cl)CC1 1-(2,3-Dichloro-6-methoxyphenyl)-6-azaspiro[2.5]octane-6-carboxylic acid tert-butyl ester